BrC=1C(=CC(=C(C=O)C1)O)O 5-bromo-2,4-dihydroxybenzaldehyde